4-methyl-ε-caprolactam CC1CCC(=O)NCC1